FC1=C(C(=CC(=C1)[N+](=O)[O-])F)NC(C(=O)OC)=O methyl 2-((2,6-difluoro-4-nitrophenyl)amino)-2-oxoacetate